dimethyl-(prop-2-ynyl)sulfonium bromide [Br-].C[S+](CC#C)C